O1C(OCC1)C1=C(C=CC=C1OCC1=CC=C(C=C1)OC)O 2-(1,3-dioxolan-2-yl)-3-((4-methoxybenzyl)oxy)phenol